2-(2-hydroxy-5-methylphenyl)-4(s)-methylimidazole OC1=C(C=C(C=C1)C)C=1NC=C(N1)C